2-methyl-N-(2-methyl-4-(N-(2-(1-methylpiperidin-4-yl)propan-2-yl)sulfamoyl)phenyl)benzamide CC1=C(C(=O)NC2=C(C=C(C=C2)S(NC(C)(C)C2CCN(CC2)C)(=O)=O)C)C=CC=C1